Methyl 10-(3-chlorophenyl)-6-hydroxy-[1,2,4]triazolo[5,1-f][1,6]naphthyridine-5-carboxylate ClC=1C=C(C=CC1)C1=CC=NC=2C(=C(N3C(C12)=NC=N3)C(=O)OC)O